NC1=NC(=NC=C1)C=1C(=NN(C1O[C@H](CCNC1=C(C=NC(=C1)Cl)C1=NC=C(C=C1F)CN1CCC(CC1)O)C)C)C (S)-1-((4'-((3-((4-(4-Aminopyrimidin-2-yl)-1,3-dimethyl-1H-pyrazol-5-yl)oxy)butyl)amino)-6'-chloro-3-fluoro-[2,3'-bipyridin]-5-yl)methyl)piperidin-4-ol